CN1CCC(CC1)(C)C=1SC2=C(N1)C=C(C=C2)[C@@H]2N(C[C@H](CC2)C)C(C(=O)NC=2C=NC(=C(C(=O)N)C2)OC)=O 5-(2-((2R,5S)-2-(2-(1,4-dimethylpiperidin-4-yl)benzo[d]thiazol-5-yl)-5-methylpiperidin-1-yl)-2-oxoacetamido)-2-methoxynicotinamide